NC=1C=C(C=CC1OC)C=1C(=COC1)C(=O)OC methyl 4-(3-amino-4-methoxyphenyl)furan-3-carboxylate